4-(5-acetyl-2-(4-fluoro-2,6-dimethylphenoxy)phenyl)-6-methyl-7-oxo-6,7-dihydrothieno[2,3-c]pyridine-2-carboxylic acid C(C)(=O)C=1C=CC(=C(C1)C=1C2=C(C(N(C1)C)=O)SC(=C2)C(=O)O)OC2=C(C=C(C=C2C)F)C